2-(((1R,5S,6r)-6-(4-(trifluoromethyl)thiazol-2-yl)-3-azabicyclo[3.1.0]hexan-6-yl)methyl)isoindoline-1,3-dione hydrochloride Cl.FC(C=1N=C(SC1)C1([C@H]2CNC[C@@H]12)CN1C(C2=CC=CC=C2C1=O)=O)(F)F